C1(CC1)C=1N=NN(C1)[C@H](C(=O)N1[C@@H](C[C@H](C1)O)C(=O)NC1CN(C1)C=1C=2N(C=CN1)N=C(C2)C)C(C)(C)C (2S,4R)-1-[(2S)-2-(4-cyclopropyltriazol-1-yl)-3,3-dimethyl-butanoyl]-4-hydroxy-N-[1-(2-methylpyrazolo[1,5-a]pyrazin-4-yl)azetidin-3-yl]pyrrolidine-2-carboxamide